C(C)N1C[C@@H](CCC1)NC1=CC=C(N=N1)C1=C(C=C(C=C1C)C(F)(F)F)NS(=O)(=O)C (R)-N-(2-(6-((1-Ethylpiperidin-3-yl)amino)pyridazin-3-yl)-3-methyl-5-(trifluoromethyl)phenyl)methanesulfonamide